[Cl-].C(CC)OC(CCCCC\C=C/CCC[P+](C)(C)C)OCCC (4Z)-11,11-dipropoxy-4-undecenyltrimethylphosphonium chloride